BrC1=C(C=CC2=C1N(C(=N2)C)CCCN(C(OCC[Si](C)(C)C)=O)C)Cl 2-trimethylsilylethyl N-[3-(7-bromo-6-chloro-2-methyl-benzimidazol-1-yl)propyl]-N-methyl-carbamate